2-(azepan-1-yl)-5-chloro-4,6-dimethyl-N-(5-sulfamoyl-3-pyridinyl)pyridine-3-carboxamide N1(CCCCCC1)C1=NC(=C(C(=C1C(=O)NC=1C=NC=C(C1)S(N)(=O)=O)C)Cl)C